methyl 7-(1-(adamantan-1-ylmethyl)-1H-pyrazol-4-yl)-3-(6-(pyridazin-3-ylamino)pyridazin-3-yl)imidazo[1,2-a]pyridine-8-carboxylate C12(CC3CC(CC(C1)C3)C2)CN2N=CC(=C2)C2=C(C=3N(C=C2)C(=CN3)C=3N=NC(=CC3)NC=3N=NC=CC3)C(=O)OC